C(C1=CC=CC=C1)OC(=O)N1CCC(CC1)N1CC(C1)CC#N 4-(3-(cyanomethyl)azetidin-1-yl)piperidine-1-carboxylic acid benzyl ester